boron disalicylate C(C=1C(O)=CC=CC1)(=O)[O-].C(C=1C(O)=CC=CC1)(=O)[O-].[B+2]